tert-butyl (E)-3-((3-butyl-3-ethyl-2-(4-methoxybenzyl)-7-(methylthio)-1,1-dioxido-5-phenyl-2,3,4,5-tetrahydro-1,2,5-benzothiadiazepin-8-yl)oxy)acrylate C(CCC)C1(N(S(C2=C(N(C1)C1=CC=CC=C1)C=C(C(=C2)O/C=C/C(=O)OC(C)(C)C)SC)(=O)=O)CC2=CC=C(C=C2)OC)CC